C(CCC)(=O)NC1(CN(C1)C(=O)OC(C)(C)C)C1=NC=CC=C1 Tert-Butyl 3-butyramido-3-(pyridin-2-yl)azetidine-1-carboxylate